BrC1=C(OCCN2C(=NC=3C=C(C=C(C3C2=O)C#N)C(F)(F)F)C)C=CC(=C1)Cl 3-(2-(2-Bromo-4-chlorophenoxy)ethyl)-2-methyl-4-oxo-7-(trifluoromethyl)-3,4-dihydroquinazoline-5-carbonitrile